ClC1=C(C=CC(=C1)Cl)CN1C(CCC1=O)CC(=O)NCCC1=CC=CC=C1 2-[1-[(2,4-dichlorophenyl)methyl]-5-oxopyrrolidin-2-yl]-N-(2-phenylethyl)acetamid